SC1OC2=C(N1C(F)F)C=C(C=C2Cl)Cl 2-mercapto-3-difluoromethyl-5,7-dichloro-benzoxazole